ClC=1C(=NC=CC1)NN 3-chloro-2-hydrazinopyridine